CNC1(CCC2(CNC(N2)=O)CC1)C1=CC=CC=C1 8-methylamino-2-oxo-8-phenyl-1,3-diazaspiro[4.5]decan